methyl 3-(4-fluoro-2-methoxy-phenoxy)-6-(trifluoromethyl)pyridazine-4-carboxylate FC1=CC(=C(OC=2N=NC(=CC2C(=O)OC)C(F)(F)F)C=C1)OC